ClC=1C=CC2=C(C[C@H](CC=3N2C(=NN3)[C@@H]3CC[C@H](CC3)OC3=NC=CC=C3)NC(CN)=O)C1 N-{(5R)-8-Chloro-1-[trans-4-(pyridin-2-yloxy)cyclohexyl]-5,6-dihydro-4H-[1,2,4]triazolo[4,3-a][1]benzazepin-5-yl}glycinamid